NC(C[C@@H](CN([C@H](C(=O)OC)C)C(=O)OCC1=CC=CC=C1)NC(CCCCCCC)=O)=O methyl (2S)-2-[[(2S)-4-amino-2-(octanoylamino)-4-oxo-butyl]-benzyloxycarbonyl-amino]propanoate